3-(3,5-dimethoxyphenylethynyl)-4-(3-acrylamidopyrrolidin-1-yl)-1H-pyrrolo[3,4-d]pyrimidine COC=1C=C(C=C(C1)OC)C#CN1CNC=2C(=C1N1CC(CC1)NC(C=C)=O)C=NC2